5-bromo-3-((5-(5-(difluoromethyl)-1,3,4-oxadiazol-2-yl)pyridin-2-yl)methyl)-1-(piperidin-4-yl)-1,3-dihydro-2H-benzo[d]imidazol-2-one BrC1=CC2=C(N(C(N2CC2=NC=C(C=C2)C=2OC(=NN2)C(F)F)=O)C2CCNCC2)C=C1